ClC1=CC=CC2=C1NC(=N2)C(=O)N2[C@@H](C1=C(CC2)N=C(S1)C)C |r| Racemic-(7-chloro-1H-benzo[d]imidazol-2-yl)(2,4-dimethyl-6,7-dihydrothiazolo[5,4-c]pyridin-5(4H)-yl)methanone